C(#N)C=1C=C(C=CC1)C=1C=NN2C1CN(CC2)C(=O)OC(C)(C)C tert-butyl 3-(3-cyanophenyl)-6,7-dihydropyrazolo[1,5-a]pyrazine-5(4H)-carboxylate